Benzyl ((S)-1-(((S,E)-5-Amino-5-oxo-1-phenylpent-3-en-2-yl)-amino)-1-oxo-3-phenylpropan-2-yl)carbamate NC(/C=C/[C@H](CC1=CC=CC=C1)NC([C@H](CC1=CC=CC=C1)NC(OCC1=CC=CC=C1)=O)=O)=O